FC1(C[C@]12CN(CCC2)C2CCN(CC2)C=2SC(=CN2)C(=O)NCC2=NC=C(C=C2F)F)F |r| rac-2-[4-(1,1-difluoro-5-azaspiro[2.5]octan-5-yl)piperidin-1-yl]-N-[(3,5-difluoropyridin-2-yl)methyl]-1,3-thiazole-5-carboxamide